C(#N)CC(=O)OCCCCCCC n-Heptyl Cyanoacetate